dinitroboronine [N+](=O)([O-])C1=C(BC=CC=CC=C1)[N+](=O)[O-]